CC(CN)(C)SC 2-methyl-2-(methylsulfanyl)propan-1-amine